O1CC=CC=C1 Pyran